CC1=CC=C(C=C1)S(=O)(=O)OCC1CCOCC1 (tetrahydro-2H-pyran-4-yl)methyl 4-methylbenzenesulfonate